FC=1C=C(C=C2C(C(N(C12)COCC[Si](C)(C)C)=O)=O)O 7-fluoro-5-hydroxy-1-{[2-(trimethylsilyl)ethoxy]methyl}-2,3-dihydro-1H-indole-2,3-dione